O1C(=O)OC(N)C=C1 1,3-dioxacytosine